5-amino-4-cyano-2-(2,6-dichlorophenyl)-oxazole NC1=C(N=C(O1)C1=C(C=CC=C1Cl)Cl)C#N